1-((cyclopropylmethoxy)methyl)-4-isobutylbenzene C1(CC1)COCC1=CC=C(C=C1)CC(C)C